7-bromo-8-fluoro-2-(((2r,7as)-2-fluoro-hexahydro-1H-pyrrolizine-7a-yl)methoxy)-6-iodo-N,N-dimethylquinazolin-4-amine BrC1=C(C=C2C(=NC(=NC2=C1F)OC[C@]12CCCN2C[C@@H](C1)F)N(C)C)I